(3-(2,6-dioxopiperidin-3-yl)-4-oxo-3,4-dihydrobenzo[d][1,2,3]triazin-7-yl)glycine ethyl-4-aminobenzoat C(C)C1=C(C(=O)O)C=CC(=C1)N.O=C1NC(CCC1N1N=NC2=C(C1=O)C=CC(=C2)NCC(=O)O)=O